CC=1C=CC=CC1C 5,6-dimethyl-benzene